C(#N)C1=C(C(=C(C=C1)N1C[C@@H](N(CC1)C(=O)OCC1=CC=CC=C1)C)F)C(F)(F)F Benzyl (2S)-4-[4-cyano-2-fluoro-3-(trifluoromethyl) phenyl]-2-methylpiperazine-1-carboxylate